2,2,2-Trifluoroethyl 3,5-dichloro-2-((pyrazolo[1,5-a]pyrimidine-3-carboxamido)methyl)benzofuran-7-carboxylate ClC1=C(OC2=C1C=C(C=C2C(=O)OCC(F)(F)F)Cl)CNC(=O)C=2C=NN1C2N=CC=C1